[H+].CC(C)COCC(CN(CC1=CC=CC=C1)C2=CC=CC=C2)N3CCCC3.O.[Cl-] The molecule is the hydrochloride monohydrate of bepridril. It is a hydrochloride and a hydrate. It derives from a bepridil.